(1R,3S)-3-(3-{[(2-methoxypyridin-3-yl)acetyl]amino}-1H-pyrazol-5-yl)cyclopentyl (2S)-butan-2-ylcarbamate C[C@@H](CC)NC(O[C@H]1C[C@H](CC1)C1=CC(=NN1)NC(CC=1C(=NC=CC1)OC)=O)=O